5-oxo-6E,8Z,11Z,14Z-eicosatetraenoic acid CCCCC/C=C\C/C=C\C/C=C\C=C\C(=O)CCCC(=O)O